N4-ethoxy-N4-propyl-3H-1-benzazepine-4,8-dicarboxamide C(C)ON(C(=O)C=1CC=NC2=C(C1)C=CC(=C2)C(=O)N)CCC